Cl.N1(CCNCCC1)S(=O)(=O)N1CCC(=CC1)CN1CCC2(CN(C2)C2=NC=NC=C2OC2=C(C(=O)N(C(C)C)C(C)C)C=C(C=C2)F)CC1 2-((4-(7-((1-((1,4-diazepan-1-yl)sulfonyl)-1,2,3,6-tetrahydropyridine-4-yl)methyl)-2,7-diazaspiro[3.5]nonan-2-yl)pyrimidin-5-yl)oxy)-5-fluoro-N,N-diisopropylbenzamide Hydrochloride